NCCNCCCN 3-(2-Aminoethyl)aminopropyl-amin